C(C1=CC=CC=C1)OC=1N=C(NC(C1Cl)=O)C1=CC(=NC=C1)F 4-benzyloxy-5-chloro-2-(2-fluoro-4-pyridinyl)-1H-pyrimidin-6-one